C(C)(C)(C)OC=1C(=CC(=C(C1)NC(COCC(=O)O)=O)Cl)Cl 2-(2-((5-(tert-butoxy)-2,4-dichlorophenyl)amino)-2-oxoethoxy)acetic acid